ClC1=C(COC=2C(=NC=C(C2)C=2C=C3C(=CNC3=CC2)CN2CCCCC2)N)C(=CC=C1)Cl 3-(2,6-dichloro-benzyloxy)-5-(3-piperidin-1-ylmethyl-1H-indol-5-yl)-pyridin-2-ylamine